O=C1NC(CCC1N1C(C2=CC=C(C=C2C1=O)N1CC(C1)C(=O)O)=O)=O 1-(2-(2,6-dioxopiperidin-3-yl)-1,3-dioxoisoindolin-5-yl)azetidine-3-carboxylic acid